CC(=CC=C)CCC=C(CCC=C(C)C)C 4,8,12-trimethyltridecane-1,3,7,11-tetraene